N1(CCNCCC1)C1=CN=C(C(=N1)C1=CC=C(C#N)C=C1)C=1C=CC2=CN(N=C2C1)C 4-(6-(1,4-diazepan-1-yl)-3-(2-methyl-2H-indazol-6-yl)pyrazin-2-yl)benzonitrile